ClC=1C(=NC(=C(C(=O)O)C1)NC1=C(C=C(C=C1)F)C)C#N 5-chloro-6-cyano-2-((4-fluoro-2-methylphenyl)-amino)nicotinic acid